(2S)-2-[(3S,5Z)-5-[[4-[(E)-3-[4-[(4-Chlorophenyl)methoxy]phenyl]-3-oxoprop-1-enyl]phenyl]methylidene]-1-oxo-3-sulfanyl-1,2,4-thiadiazolidin-2-yl]-3-phenylpropanoic acid ClC1=CC=C(C=C1)COC1=CC=C(C=C1)C(/C=C/C1=CC=C(C=C1)\C=C/1\N[C@@H](N(S1=O)[C@H](C(=O)O)CC1=CC=CC=C1)S)=O